FC1=CC=C(C=C1)C(N1C[C@@H](N(C[C@H]1C)C1=CC(N(C=2C=CC(=NC12)C#N)C)=O)C)C=1N=COC1 8-[(2s,5r)-4-[(4-fluorophenyl)(1,3-oxazol-4-yl)methyl]-2,5-dimethylpiperazin-1-yl]-5-methyl-6-oxo-5,6-dihydro-1,5-naphthyridine-2-carbonitrile